C(CC)NCC1(CCOC2=C1C=NC=C2)O 4-(propylaminomethyl)-2,3-dihydropyrano[3,2-c]pyridin-4-ol